ClC=1C=C(C=CC1)NC=1N(C2=NC(=NC=C2N1)NC1(CCOCC1)C)C1CCC(CC1)CO ((1s,4s)-4-(8-(3-chlorophenylamino)-2-(4-methyltetrahydro-2H-pyran-4-ylamino)-9H-purin-9-yl)cyclohexyl)methanol